(rac)-(6-(6-(tert-butyl)pyridin-2-yl)-2-azaspiro[3.4]oct-2-yl)((1s,3s)-3-hydroxy-3-methylcyclobutyl)methanone C(C)(C)(C)C1=CC=CC(=N1)[C@H]1CC2(CN(C2)C(=O)C2CC(C2)(C)O)CC1 |r|